4-[2-amino-4-ethyl-5-(3-piperazin-1-ylphenyl)-3-pyridinyl]phenol NC1=NC=C(C(=C1C1=CC=C(C=C1)O)CC)C1=CC(=CC=C1)N1CCNCC1